3-(3,5-di-tert-butyl-4-hydroxyphenyl)propionic acid ethyl ester C(C)OC(CCC1=CC(=C(C(=C1)C(C)(C)C)O)C(C)(C)C)=O